tert-butyl-4-(3-methyl-2-oxo-1,3-benzoxazol-6-yl)-N-(4-phenylbutyl)piperazine-1-carboxamide 4-(3-methyl-2-oxo-1,3-benzoxazol-6-yl)piperazine-1-carboxylate CN1C(OC2=C1C=CC(=C2)N2CCN(CC2)C(=O)O)=O.C(C)(C)(C)C2N(CCN(C2)C2=CC1=C(N(C(O1)=O)C)C=C2)C(=O)NCCCCC2=CC=CC=C2